C(C)(C)(C)N(C(O)=O)CC12OCC(C1)(C2)CN.CC(C)(CCC(C)(OOC(C(CCCC)CC)=O)C)OOC(C(CCCC)CC)=O 2,5-dimethyl-2,5-di(2-ethylhexanoyl-peroxy)hexane tert-butyl-((4-(aminomethyl)-2-oxabicyclo[2.1.1]hexan-1-yl)methyl)carbamate